isopropyl (S)-6-diazo-5-oxo-2-((S)-tetrahydrofuran-3-carboxamido)hexanoate [N+](=[N-])=CC(CC[C@@H](C(=O)OC(C)C)NC(=O)[C@@H]1COCC1)=O